C(CCC)C(C(=O)O)N1C2=NC=NC(=C2N=C1Br)N.FC(CNCC(=O)O)F N-(2,2-difluoroethyl)glycine butyl-2-(6-amino-8-bromo-9H-purin-9-yl)acetate